O=C1NC(CCC1N1C(C2=CC=CC(=C2C1=O)NCCOCCOCCOCCOC1=CC=C(C=C1)\C(=C(\CC)/C1=CC=CC=C1)\C1=CC=C(C=C1)O)=O)=O (Z)-2-(2,6-Dioxopiperidin-3-yl)-4-((2-(2-(2-(2-(4-(1-(4-hydroxyphenyl)-2-phenylbut-1-en-1-yl)phenoxy)ethoxy)ethoxy)ethoxy)ethyl)amino)isoindolin-1,3-dion